N[C@H](CO[Si](C1=CC=CC=C1)(C1=CC=CC=C1)C(C)(C)C)C=C ([2S]-2-aminobut-3-en-1-yl)oxy(tert-butyl)diphenylsilane